9-formyl-N,N-dimethyl-2-morpholino-4-oxo-4H-pyrido[1,2-a]pyrimidine-7-carboxamide C(=O)C1=CC(=CN2C1=NC(=CC2=O)N2CCOCC2)C(=O)N(C)C